4a-(2-fluorophenyl)octahydro-2H-benzo[b][1,4]oxazinecarboxylic acid FC1=C(C=CC=C1)C12C(OC(CN1)C(=O)O)CCCC2